BrCCOC=1C=C2CNC(N(C2=C(C1)C(F)(F)F)C1CC(C1)(C)O)=O 6-(2-bromoethoxy)-1-[(cis)-3-hydroxy-3-methylcyclobutyl]-8-(trifluoromethyl)-1,2,3,4-tetrahydroquinazolin-2-one